(S)-2-(4-(4-fluoropyrazolo[1,5-a]pyridin-2-yl)-6,7-dihydro-1H-imidazo[4,5-c]pyridin-5(4H)-yl)-5-(trifluoromethyl)-1,3,4-oxadiazole FC=1C=2N(C=CC1)N=C(C2)[C@H]2N(CCC1=C2N=CN1)C=1OC(=NN1)C(F)(F)F